C[C@H]1N(CCN(C1)C)[C@@H](C(=O)NC=1C=CC=C2C(=CNC12)C1=NC(=NC=C1C)NC1=C(C(=CC=C1)S(=O)(=O)C)F)CC (R)-2-((R)-2,4-Dimethylpiperazin-1-yl)-N-(3-(2-((2-fluoro-3-(methylsulfonyl)phenyl)amino)-5-methylpyrimidin-4-yl)-1H-indol-7-yl)butanamid